FC1=CC=C2C(=CC=NC2=C1)N1CCN(CC1)C(=O)[C@@H]1CN(CC1)S(=O)(=O)C=1N(C=CN1)CCOC (S)-(4-(7-fluoroquinolin-4-yl)piperazin-1-yl)(1-((1-(2-methoxyethyl)-1H-imidazol-2-yl)sulfonyl)pyrrolidin-3-yl)methanone